N-(3-nitrophenyl)-2-[(7-trifluoromethyl-quinolin-4-yl)amino]benzamide [N+](=O)([O-])C=1C=C(C=CC1)NC(C1=C(C=CC=C1)NC1=CC=NC2=CC(=CC=C12)C(F)(F)F)=O